FC1=C(CC2=NC3=C(N2C[C@H]2OCC2)C=C(C=C3)C(=O)OC(C)(C)C)C=CC(=C1)B1OC(C(O1)(C)C)(C)C tert-butyl (S)-2-(2-fluoro-4-(4,4,5,5-tetramethyl-1,3,2-dioxaborolan-2-yl) benzyl)-1-(oxetan-2-ylmethyl)-1H-benzo[d]imidazole-6-carboxylate